2,6-bis(pentadecyloxy)oxymethyl-4-pyrone C(CCCCCCCCCCCCCC)OOCC=1OC(=CC(C1)=O)COOCCCCCCCCCCCCCCC